9-(4-((4-(2-(3-Chloro-5-cyanophenyl)prop-2-yl)phenoxy)methyl)pyrimidin-2-yl)-3,9-diAzaspiro[5.5]undecane-3-carboxylic acid tert-butyl ester C(C)(C)(C)OC(=O)N1CCC2(CC1)CCN(CC2)C2=NC=CC(=N2)COC2=CC=C(C=C2)C(C)(C)C2=CC(=CC(=C2)C#N)Cl